(2S,3R,4S,5R)-4-[[3-(3,4-Difluoro-2-methoxy-phenyl)-5-(difluoromethyl)-4,5-dimethyl-tetrahydrofuran-2-carbonyl]amino]pyridin-2-carboxamid FC=1C(=C(C=CC1F)[C@@H]1[C@H](O[C@@]([C@H]1C)(C)C(F)F)C(=O)NC1=CC(=NC=C1)C(=O)N)OC